1-(5-fluoro-1H-indol-3-yl)-3-(6-((trifluoromethyl)thio)pyridin-3-yl)urea FC=1C=C2C(=CNC2=CC1)NC(=O)NC=1C=NC(=CC1)SC(F)(F)F